2-(7-chloro-8-(2,5,6,7-tetrahydro-1H-azepin-4-yl)-2,3-dihydrobenzo[b][1,4]dioxin-6-yl)-N4,6-dimethylpyrimidine-2,4-diamine ClC=1C(=CC2=C(OCCO2)C1C1=CCNCCC1)C1(NC(=CC(=N1)NC)C)N